CCCCC/C=C\\C/C=C\\C=C\\[C@@H](CCCCCCC(=O)O)OO The molecule is a hydroperoxyicosatrienoic acid that is (9E,11Z,14Z)-icosatrienoic acid in which the hydroperoxy substituent is located at position 8R. It derives from an all-cis-icosa-8,11,14-trienoic acid. It is a conjugate acid of an (8R,9E,11Z,14Z)-8-hydroperoxyicosatrienoate.